((S)-1-((S)-1-((2,2-difluoro-[1,3]dioxolo[4',5':4,5]benzo[1,2-d]thiazol-6-yl)amino)-1-oxopropan-2-yl)-4,4-difluoropiperidin-3-yl)-2-((methylamino)methyl)pyridine 1-oxide formate C(=O)O.FC1(OC=2C(=CC3=C(N=C(S3)NC([C@H](C)N3C[C@@H](C(CC3)(F)F)C=3C(=[N+](C=CC3)[O-])CNC)=O)C2)O1)F